The molecule is a derivative of phenol which has an acetamido substituent located meta to the phenolic -OH group. It is a non-toxic regioisomer of paracetamol with analgesic properties, but has never been marketed as a drug. It has a role as a non-narcotic analgesic. It is a member of acetamides and a member of phenols. CC(=O)NC1=CC(=CC=C1)O